C(C)(=O)[O-].C(C)(=O)[O-].C(C)(=O)[O-].[Lu+3] Lutetium triacetate